C1(=CC=CC2=CC=CC=C12)COC1=CC(=NC2=CC=CC=C12)C(=O)O 4-(naphthalen-1-ylmethoxy)quinoline-2-carboxylic acid